(S)-2-(2,5-dioxopyrrolidin-3-yl)-4-nitroisoindoline-1,3-dione O=C1NC(C[C@@H]1N1C(C2=CC=CC(=C2C1=O)[N+](=O)[O-])=O)=O